CC1(N(CC=C(C1)OS(=O)(=O)C(F)(F)F)C(=O)OC(C)(C)C)C tert-butyl 2,2-dimethyl-4-(trifluoromethanesulfonyloxy)-3,6-dihydropyridine-1-carboxylate